[2-(2,4,6-triisopropyl-3-(4-methoxyphenyl)phenyl)-6-(2,4,6-triisopropyl-phenyl)phenyl]-dicyclohexylphosphine C(C)(C)C1=C(C(=CC(=C1C1=CC=C(C=C1)OC)C(C)C)C(C)C)C1=C(C(=CC=C1)C1=C(C=C(C=C1C(C)C)C(C)C)C(C)C)P(C1CCCCC1)C1CCCCC1